N1=C(C=CC=C1)\C(\C)=N\NC(NCC1=NC=CC=C1)=S (E)-2-(1-(pyridin-2-yl)ethylidene)-N-(pyridin-2-ylmethyl)hydrazine-1-carbothioamide